NC1=C2N=CN(C2=NC=N1)[C@H]1[C@@H]([C@@H]([C@H](O1)COP1(OCCC(O1)C1=CC(=CC=C1)Cl)=S)O)O 2-(((2r,3s,4r,5r)-5-(6-amino-9H-purin-9-yl)-3,4-dihydroxytetrahydrofuran-2-yl)methoxy)-4-(3-chlorophenyl)-1,3,2-dioxaphosphorinane 2-sulfide